[Ru](Cl)Cl.C1=CCCC=CCC1 (1,5-cyclooctadiene) ruthenium dichloride